ethyl 2-oxo-2-[(2R,5S)-5-methyl-2-[2-(1-methyl-4-piperidyl)indazol-5-yl]-1-piperidyl]acetate O=C(C(=O)OCC)N1[C@H](CC[C@@H](C1)C)C1=CC2=CN(N=C2C=C1)C1CCN(CC1)C